[F-].C(CCCC)[N+]1=CC=C(C=C1)CCCC 1-pentyl-4-butylpyridinium fluoride